FC(OC1=CC=C(CN2C=C(C3=CC=CC=C23)C(=O)O)C=C1)(F)F 1-(4-(trifluoromethoxy)benzyl)-1H-indole-3-carboxylic acid